(E)-4,6-bis(4-ethylphenyl)-2,2-difluoro-1-phenylhex-3-en-5-yn-1-one C(C)C1=CC=C(C=C1)\C(=C/C(C(=O)C1=CC=CC=C1)(F)F)\C#CC1=CC=C(C=C1)CC